N-(4-((1R,2R)-2-phenylcyclopropyl)thiazol-2-yl)-1-(3-(pyridin-4-yl)propyl)-1H-pyrrole-2-carboxamide C1(=CC=CC=C1)[C@H]1[C@@H](C1)C=1N=C(SC1)NC(=O)C=1N(C=CC1)CCCC1=CC=NC=C1